5-(tert-butyl)-N-(7-(2-((1-methyl-1H-pyrazol-4-yl)amino)pyrimidin-4-yl)-3-(tetrahydro-2H-pyran-4-yl)-2,3,4,5-tetrahydro-1H-benzo[d]azepin-1-yl)-1,3,4-oxadiazole-2-carboxamide C(C)(C)(C)C1=NN=C(O1)C(=O)NC1CN(CCC2=C1C=CC(=C2)C2=NC(=NC=C2)NC=2C=NN(C2)C)C2CCOCC2